[2,4'-bithiazole]-5-carboxamide S1C(=NC=C1C(=O)N)C=1N=CSC1